CC1(NC(CC(C1)OC=1SC=2C(=NC=CN2)N1)(C)C)C 2-[(2,2,6,6-tetramethylpiperidin-4-yl)oxy][1,3]thiazolo[4,5-b]pyrazin